CC1=C(C2=C(C(=N1)NC)CNC2)C 6,7-Dimethyl-4-(methylamino)-1,3-dihydro-2H-pyrrolo[3,4-c]pyridin